2-methyl-indazole-3-carboxylic Acid CN1N=C2C=CC=CC2=C1C(=O)O